1-methyl-N-((S)-1-(3-((R)-3-methylpiperidin-1-yl)-1,2,4-oxadiazol-5-yl)ethyl)-3-(trifluoromethyl)-1H-pyrazole-5-carboxamide CN1N=C(C=C1C(=O)N[C@@H](C)C1=NC(=NO1)N1C[C@@H](CCC1)C)C(F)(F)F